N-(2-aminoethyl)pyrrole NCCN1C=CC=C1